5-amino-2-[3-(triethoxysilyl)propyl]-2H-tetrazole NC=1N=NN(N1)CCC[Si](OCC)(OCC)OCC